[I-].C(C)(C)(C)OC(=O)NC=1C=CC2=C3C=CC(=CC3=C([NH+]=C2C1)C1=CC=CC=C1)NC(=O)OC(C)(C)C 3,8-bis((tert-butoxycarbonyl)amino)-6-phenylphenanthridine-5-ium iodide